NC1=NC=C(C=N1)C=1N=C(C2=C(N1)C(=C(S2)CNC(C)=O)C)N2CCOCC2 N-((2-(2-aminopyrimidin-5-yl)-7-methyl-4-morpholinothieno[3,2-d]pyrimidin-6-yl)methyl)acetamide